dichloro(triphenylphosphine) palladium [Pd].ClC=1C(=C(C=CC1)P(C1=CC=CC=C1)C1=CC=CC=C1)Cl